methyl 2-cyano-5-(4-(hydroxymethyl)piperidin-1-yl)benzoate C(#N)C1=C(C(=O)OC)C=C(C=C1)N1CCC(CC1)CO